sodium oxide boron [B+3].[O-2].[Na+].[O-2]